BrC=1C=C(C2=C(C(=CO2)COC2=CC=CC(=N2)C2CCN(CC2)CC2=NC3=C(N2C[C@H]2OCC2)C=C(C=C3)C(=O)O)C1)C(F)(F)F (S)-2-((4-(6-((5-bromo-7-(trifluoromethyl)benzofuran-3-yl)methoxy)pyridin-2-yl)piperidin-1-yl)methyl)-1-(oxetan-2-ylmethyl)-1H-benzo[d]imidazole-6-carboxylic acid